allyl-N-[(S)-2-amino-3-(benzofuran-3-yl)propyl]carbamate C(C=C)OC(NC[C@H](CC1=COC2=C1C=CC=C2)N)=O